C/C(=C/CCCC)/CCC=C(C)C (5Z)-6,10-dimethyl-5,9-undecadiene